3,3',3'',3'''-(4-(4,6-diphenylpyrimidin-2-yl)pyridine-2,3,5,6-tetrayl)tetrakis(9-phenyl-9H-carbazole) C1(=CC=CC=C1)C1=NC(=NC(=C1)C1=CC=CC=C1)C1=C(C(=NC(=C1C=1C=CC=2N(C3=CC=CC=C3C2C1)C1=CC=CC=C1)C=1C=CC=2N(C3=CC=CC=C3C2C1)C1=CC=CC=C1)C=1C=CC=2N(C3=CC=CC=C3C2C1)C1=CC=CC=C1)C=1C=CC=2N(C3=CC=CC=C3C2C1)C1=CC=CC=C1